tert-butyl (endo)-5-(7-bromo-8-chloro-2-(chloromethyl)-4-(3-(dimethylamino)azetidin-1-yl)-6-fluoro-1H-imidazo[4,5-c]quinolin-1-yl)-2-azabicyclo[2.1.1]hexane-2-carboxylate BrC=1C(=CC=2C3=C(C(=NC2C1F)N1CC(C1)N(C)C)N=C(N3C3C1CN(C3C1)C(=O)OC(C)(C)C)CCl)Cl